2-[(3R)-4-[(4aR,8aS)-3,4,4a,5,6,7,8,8a-octahydro-2H-quinolin-1-yl]-3-[(2,4-dimethoxyphenyl)methylamino]-4-oxo-butyl]isoindoline-1,3-dione N1(CCC[C@H]2CCCC[C@H]12)C([C@@H](CCN1C(C2=CC=CC=C2C1=O)=O)NCC1=C(C=C(C=C1)OC)OC)=O